CN(C)C[C@H]1N(C[C@H](C1)F)C1=C(C=NC=2NC3=C(C=C(C(=C3C21)F)F)NC)C=2C=C1C(C(=CN(C1=NC2)C)C(=O)O)=O 6-(4-((2S,4S)-2-((dimethylamino)methyl)-4-fluoropyrrolidin-1-yl)-5,6-difluoro-8-(methylamino)-9H-pyrido[2,3-b]Indol-3-yl)-1-methyl-4-oxo-1,4-dihydro-1,8-naphthyridine-3-carboxylic acid